(±)-(4aR,13bS)-10,11-dichloro-4-(pyridin-3-ylmethyl)-1,2,3,4,4a,5,6,13b-octahydro-8H-[1,6]naphthyridino[5,6-b]quinazolin-8-one ClC=1C=C2C(N3C(=NC2=CC1Cl)[C@H]1CCCN([C@@H]1CC3)CC=3C=NC=CC3)=O |r|